cyclopentyl(4-(2,3-difluoro-4-(1H-pyrazol-4-yl)phenyl)piperidin-1-yl)methanone C1(CCCC1)C(=O)N1CCC(CC1)C1=C(C(=C(C=C1)C=1C=NNC1)F)F